CC1=CC=C(COC2=CC=C3CCN(CC3=C2)CC2=NC3=C(N2C[C@H]2OCC2)C=C(C=C3)C(=O)O)C=C1 (S)-2-((7-((4-methylbenzyl)oxy)-3,4-dihydroisoquinolin-2(1H)-yl)methyl)-1-((oxetan-2-yl)methyl)-1H-benzo[d]imidazole-6-carboxylic acid